6-Chloro-N4,N8-diethyl-pyrimido[5,4-d]pyrimidine-2,4,8-triamine ClC=1N=C(C=2N=C(N=C(C2N1)NCC)N)NCC